(S)-3-(5-fluoro-3'-methoxybiphenyl-3-yl)-3-(3-(4-hydroxy-1,6-dimethyl-2-oxo-1,2-dihydropyridin-3-yl)ureido)propanoic acid FC=1C=C(C=C(C1)C1=CC(=CC=C1)OC)[C@H](CC(=O)O)NC(=O)NC=1C(N(C(=CC1O)C)C)=O